C[C@@]12C=CC[C@H]1[C@@H]1CC[C@H]3C[C@@H](CC[C@]3(C)[C@H]1CC2)O (3α,5α)-androsta-16-en-3-ol